2-chloro-N-[(3R,4S)-1-(3,3-difluorocyclopentanecarbonyl)-4-fluoropyrrolidin-3-yl]benzamide ClC1=C(C(=O)N[C@@H]2CN(C[C@@H]2F)C(=O)C2CC(CC2)(F)F)C=CC=C1